CC=1OC(=C(N1)C(=O)O)C1=NC=CC=C1 2-methyl-5-(pyridin-2-yl)oxazole-4-carboxylic acid